CP(ON1C(SC2=C1N=C(N=C2N[C@H](CC(C)C)CO)SC(C)C2=C(C=CC=C2)Cl)=N)([O-])=O [5-{[1-(2-Chlorophenyl) ethyl] thio}-7-{[(1R)-1-(hydroxymethyl)-3-methylbutyl] amino}-2-imino [1,3]thiazolo[4,5-d]pyrimidin-3(2H)-yl] methylphosphonate